FC1(CCC2(CC1)OC=1C=C(C=CC1C=1N=C(SC12)N)C(F)(F)F)F 4',4'-difluoro-7-(trifluoromethyl)spiro[chromeno[4,3-d]thiazole-4,1'-cyclohexan]-2-amine